P(O)(=O)(OP(=O)(O)OP(=O)(O)O)OC[C@@H]1[C@H]([C@H]([C@@H](O1)N1C(=O)NC(=O)C=C1)O)O uridine 5'-triphosphate